COC(=O)C=1C=C(C=CC1N1[C@@H](CN(CC1)C(C1=C(C=C(C=C1)C(F)(F)F)Cl)=O)CC)C1=C(C=CC=C1)OC1CC1 4-[(2R)-4-[2-chloro-4-(trifluoromethyl)benzoyl]-2-ethylpiperazin-1-yl]-2'-cyclopropoxy-[1,1'-biphenyl]-3-carboxylic acid methyl ester